The molecule is an NADP obtained by formal reduction of the 1,6-position in the pyridine ring of beta-NADP. It is a NADP and a NAD(P)H. It is a conjugate acid of a 6-hydro-beta-NADP(4-). C1C=CC(=CN1[C@H]2[C@@H]([C@@H]([C@H](O2)COP(=O)(O)OP(=O)(O)OC[C@@H]3[C@H]([C@H]([C@@H](O3)N4C=NC5=C(N=CN=C54)N)OP(=O)(O)O)O)O)O)C(=O)N